C(C)C(COCCCN1C=[N+](C=C1)CCCOCC(CCCC)CC)CCCC 1,3-bis{3-[(2-ethylhexyl)oxy]propyl}imidazolium